ruthenium-gallium [Ga].[Ru]